C(CCCC=CCC=CCC=CCC=CCC=CCC)(=O)NC1=C(C(=O)[O-])C=CC=C1 icosa-5,8,11,14,17-pentaenamidobenzoate